propenoic acid, perfluorooctyl ester C(C=C)(=O)OC(C(C(C(C(C(C(C(F)(F)F)(F)F)(F)F)(F)F)(F)F)(F)F)(F)F)(F)F